ClC=1N=C(C2=C(N1)C(=C(N=C2)Cl)F)N2C[C@](CCC2)(OC2OCCCC2)C 2,7-dichloro-8-fluoro-4-((3S)-3-methyl-3-((tetrahydro-2H-pyran-2-yl)oxy)piperidin-1-yl)pyrido[4,3-d]pyrimidine